CN[C@@H](CC1=CNC2=CC=CC=C12)C(=O)O Nα-methyl-L-tryptophan